(2S,5R)-N-{[(2S,4S)-4-(1H-1,2,4-triazol-1-ylmethyl)-pyrrolidin-2-yl]methyloxy}-7-oxo-6-(sulfooxy)-1,6-diazabicyclo[3.2.1]octane-2-carboxamide N1(N=CN=C1)C[C@H]1C[C@H](NC1)CONC(=O)[C@H]1N2C(N([C@H](CC1)C2)OS(=O)(=O)O)=O